tert-butyl (3S)-4-(benzylamino)-3-methylpentanoate C(C1=CC=CC=C1)NC([C@H](CC(=O)OC(C)(C)C)C)C